1-(5-(4-amino-7-cyclobutyl-7H-pyrrolo[2,3-d]pyrimidin-5-yl)imidazo[1,2-a]pyridin-8-yl)-3-(5-(1-(trifluoromethyl)-cyclopropyl)isoxazol-3-yl)urea NC=1C2=C(N=CN1)N(C=C2C2=CC=C(C=1N2C=CN1)NC(=O)NC1=NOC(=C1)C1(CC1)C(F)(F)F)C1CCC1